C(C)(=O)N1[C@@H](CN(CC1)C(C=C)=O)C1=CC(=NC(=C1)Cl)C1=CC(=NC(=C1)C)C(=O)NC (R)-4-(1-acetyl-4-acryloylpiperazin-2-yl)-6-chloro-N,6'-dimethyl-[2,4'-bipyridine]-2'-carboxamide